C1(CC1)C1=NC(=CC(=C1)C1=C(C=C(C#N)C=C1)C1=NN=CN1C)N1C(C2=CC(=CC=C2C1)[C@H](C)NCC1COC1)=O (S)-4-(2-Cyclopropyl-6-(6-(1-((oxetan-3-ylmethyl)amino)ethyl)-1-oxoisoindolin-2-yl)pyridin-4-yl)-3-(4-methyl-4H-1,2,4-triazol-3-yl)benzonitrile